NC1=C(C(=NN1[C@@H]1COCC1)C1=CC=C(C=C1)CNC(C1=C(C=CC(=C1)F)OC)=O)C(=O)N 5-amino-3-[4-[[(5-fluoro-2-methoxy-benzoyl)amino]methyl]phenyl]-1-[(3S)-tetrahydrofuran-3-yl]pyrazole-4-carboxamide